ClP(=O)(OC1=CC=CC=C1)N[C@@H](CC(=O)OCCC(C)C)C(=O)OCCC(C)C Diisopentyl (chloro(phenoxy)phosphoryl)-L-aspartate